COC1=CC=C(C=C1)C[C@@H](C)NCC1=CC=CC=C1 (R)-(-)-1-(4'-methoxyphenyl)-2-benzylaminopropane